(R)-4-((1-(3-(difluoromethyl)-2-fluorophenyl)ethyl)amino)-1-methyl-6-(pyrimidin-5-yl)pyrido[3,4-d]pyridazin-7(6H)-one FC(C=1C(=C(C=CC1)[C@@H](C)NC1=NN=C(C=2C1=CN(C(C2)=O)C=2C=NC=NC2)C)F)F